{1-[2-(trifluoromethyl)pyridin-4-yl]azetidin-3-yl}acetic acid FC(C1=NC=CC(=C1)N1CC(C1)CC(=O)O)(F)F